CC(C)C(C(C(=C)C)(C)C)=O 2,4,4,5-tetramethylhex-5-en-3-one